OC1=C(C(=NN1C1=NC=C(C=C1)N1C(CCC1)=O)C)C1=CC=C(C#N)C=C1 4-(5-hydroxy-3-methyl-1-(5-(2-oxopyrrolidin-1-yl)pyridin-2-yl)-1H-pyrazol-4-yl)benzonitrile